6-(2-methoxyethoxy)imidazo[1,2-a]pyridine COCCOC=1C=CC=2N(C1)C=CN2